(S or R)-N-(1-(1-(2-(azetidin-1-yl)pyrimidin-5-yl)-2,2-difluoroethyl)-1H-pyrazol-4-yl)-6-(3-chloro-6-(difluoromethyl)-2-fluorophenyl)pyrazine-2-carboxamide N1(CCC1)C1=NC=C(C=N1)[C@@H](C(F)F)N1N=CC(=C1)NC(=O)C1=NC(=CN=C1)C1=C(C(=CC=C1C(F)F)Cl)F |o1:10|